FC=1C(=C(C=CC1F)[C@@H]1[C@H](O[C@@]([C@H]1C)(C(F)(F)F)C)C(=O)NC1=CC(=NC=C1)C(=O)N)OC 4-[[(2S,3R,4S,5S)-3-(3,4-difluoro-2-methoxy-phenyl)-4,5-dimethyl-5-(trifluoromethyl)tetrahydrofuran-2-carbonyl]amino]pyridine-2-carboxamide